NC=1OC(=CC1)CCO[Si](C1=CC=CC=C1)(C1=CC=CC=C1)C(C)(C)C 2-amino-5-(2-((tert-butyldiphenylsilyl)oxy)ethyl)furan